4-vinylcyclohex-1-en-formaldehyde C(=C)C1CC=C(CC1)C=O